4-hydroxy-N-(6-methyl-5-(7-(methylamino)-1,6-naphthyridin-3-yl)pyridin-3-yl)-3,4-dihydro-2H-pyrano[2,3-c]pyridine-8-carboxamide OC1CCOC2=C(N=CC=C21)C(=O)NC=2C=NC(=C(C2)C=2C=NC1=CC(=NC=C1C2)NC)C